C(#N)C=1C=NN(C1C)C1=CC=C(C=C1)NC=1C(=NN(C1)C1=C(C=CC=C1Cl)Cl)C(=O)N 4-((4-(4-cyano-5-methyl-1H-pyrazol-1-yl)phenyl)amino)-1-(2,6-dichlorophenyl)-1H-pyrazole-3-carboxamide